FC=1C=C(CNC(N(CC2CCN(CC2)C)CC2=CC=C(C=C2)F)=O)C=CC1OCC(F)(F)F 3-(3-fluoro-4-(2,2,2-trifluoroethoxy)benzyl)-1-(4-fluorophenylmethyl)-1-((1-methylpiperidin-4-yl)methyl)urea